[K].[Zn].S(C#N)C#N sulphur cyanide zinc potassium salt